C(C)(C)(C)OC(=O)N1CCC(CC1)NC(=O)[C@H]1N2C(N([C@H](CC1)C2)OCC2=CC=CC=C2)=O 4-[[[(2s,5r)-7-oxo-6-(phenylmethoxy)-1,6-diazabicyclo[3.2.1]octane-2-yl]carbonyl]amino]-1-piperidinecarboxylic acid tert-butyl ester